diethyl 1-[2-(3,4-dimethylphenyl)-2-oxoethyl]-1H-pyrazole-3,5-dicarboxylate CC=1C=C(C=CC1C)C(CN1N=C(C=C1C(=O)OCC)C(=O)OCC)=O